tris(cyclohexyl)-phosphite C1(CCCCC1)OP(OC1CCCCC1)OC1CCCCC1